(R)-6-(4-chlorobenzyl)-9-isopropyl-7,10-dioxo-N-phenyl-2,6,9-triazaspiro[4.5]decane-2-carboxamide ClC1=CC=C(CN2[C@@]3(CCN(C3)C(=O)NC3=CC=CC=C3)C(N(CC2=O)C(C)C)=O)C=C1